(3R)-4-[6-chloro-4-(2-methylsulfonylprop-2-yl)pyridin-2-yl]-3-methylmorpholine ClC1=CC(=CC(=N1)N1[C@@H](COCC1)C)C(C)(C)S(=O)(=O)C